ClC1=C(C=C(C(=C1)F)C1=NC=NC2=CC(=CC=C12)N1CCOCC1)C(O)C1=NC=CN=C1OC [2-Chloro-4-fluoro-5-(7-morpholin-4-yl-quinazolin-4-yl)-phenyl]-(3-methoxy-pyrazin-2-yl)-methanol